2-chloro-N-(2-pyridyl)pyrido[3,2-d]pyrimidin-4-amine ClC=1N=C(C2=C(N1)C=CC=N2)NC2=NC=CC=C2